3-Dodecyl-1-(9H-fluoren-2-yl)-2H-imidazol-3-ium tetrafluoroborate F[B-](F)(F)F.C(CCCCCCCCCCC)[NH+]1CN(C=C1)C1=CC=2CC3=CC=CC=C3C2C=C1